O[C@](C(=O)[O-])(CC)C (2S)-2-hydroxy-2-methylbutyrate